ClC=1C=C2C=C(NC2=CC1)CNC(N(C)C1CN(CCC1)C(=O)C=1N=CNC1)=O 3-[(5-chloro-1H-indol-2-yl)methyl]-1-[1-(1H-imidazole-4-carbonyl)piperidin-3-yl]-1-methylurea